OC1=C(C=C(C(=C1)O)C(C)C)C1=C2CN(CC2=CC=C1CN1CCNCC1)C=O 4-(2,4-dihydroxy-5-isopropylphenyl)(5-(piperazin-1-ylmethyl)isoindolin-2-yl)methanone